N-cyclopropyl-5-nitropyridine-2,3-diamine C1(CC1)NC1=NC=C(C=C1N)[N+](=O)[O-]